tert-butyl 7-(3-ethoxy-3-oxo-prop-1-enyl)pyrrolo[3,2-b]pyridine-1-carboxylate C(C)OC(C=CC1=C2C(=NC=C1)C=CN2C(=O)OC(C)(C)C)=O